(4-((2-(dimethylamino)ethyl)amino)-2-((4-(4-methylpiperazin-1-yl)phenyl)amino)-7H-pyrrolo[2,3-d]pyrimidin-5-yl)(4-fluorophenyl)methanone CN(CCNC=1C2=C(N=C(N1)NC1=CC=C(C=C1)N1CCN(CC1)C)NC=C2C(=O)C2=CC=C(C=C2)F)C